tert-butyl (S)-(1-(benzimidamidooxy)-1-oxopropan-2-yl)carbamate C(C1=CC=CC=C1)(NOC([C@H](C)NC(OC(C)(C)C)=O)=O)=N